C(=C)C[Si](OCC)(C)C vinyl-trimethyl-(ethoxy)silane